C1(=CC=CC=C1)[C@H](C(=O)N1CC2=CC=C(C=C2C1)C1=C(C(=O)O)C=CC=C1)CC (R)-2-(2-(2-Phenylbutanoyl)isoindolin-5-yl)benzoic acid